2-(1-butyl)-4,5-dichloropyridazin-3(2H)-one C(CCC)N1N=CC(=C(C1=O)Cl)Cl